C(#N)C1=CC(=C(C=N1)OC1=CC(=C2C(=N1)N(C=N2)C)NC2=CC=C(C(=O)N(C)C)C=C2)C 4-[[5-[(6-cyano-4-methyl-3-pyridyl)oxy]-3-methyl-imidazo[4,5-b]pyridin-7-yl]amino]-N,N-dimethyl-benzamide